ClC1=CN=C(C(=N1)N)OC 6-chloro-3-methoxypyrazin-2-amine